C1(CC1)S(=O)(=O)OC1=CC=CC=2COC(OCC21)C=2N=C(SC2)C2CCN(CC2)C(CN2N=C(C=C2C)C(F)(F)F)=O 4-[4-(6-Cyclopropylsulfonyloxy-1,5-dihydro-3H-2,4-benzodioxepin-3-yl)-2-thiazolyl]-1-[2-[5-methyl-3-(trifluoromethyl)-1H-pyrazol-1-yl]acetyl]piperidine